bis(isopropylcyclopentadiene) nickel [Ni].C(C)(C)C1=CC=CC1.C(C)(C)C1=CC=CC1